N-[5-[4-[[5-[4-(2-fluoroethyl)piperazin-1-yl]pyrimidin-2-yl]amino]cyclohexoxy]-7-morpholino-1,6-naphthyridin-3-yl]-N-[(3-methyl-2-nitro-imidazol-4-yl)methyl]methanesulfonamide FCCN1CCN(CC1)C=1C=NC(=NC1)NC1CCC(CC1)OC1=C2C=C(C=NC2=CC(=N1)N1CCOCC1)N(S(=O)(=O)C)CC=1N(C(=NC1)[N+](=O)[O-])C